OC(CC(C(COCC(C(CC(CO)O)[N+](C)(C)C)O)O)[N+](C)(C)C)CO 2,3-dihydroxypropyl-2-hydroxy-3-(trimethylammonio)propyl ether